C1(=CC=CC=C1)N(C=1C=CC=2N(C3=CC=C(C=C3C2C1)N(C1=CC=CC=C1)C1=CC=CC=C1)C1=C(C#N)C(=CC(=C1)C=1C(=NC(=CC1)C)C)N1C2=CC=C(C=C2C=2C=C(C=CC12)N(C1=CC=CC=C1)C1=CC=CC=C1)N(C1=CC=CC=C1)C1=CC=CC=C1)C1=CC=CC=C1 2,6-bis(3,6-bis(diphenylamino)-9H-carbazol-9-yl)-4-(2,6-dimethylpyridin-3-yl)benzonitrile